3-(1-((tert-butoxycarbonyl)glycyl)pyrrolidin-2-yl)-2,2-diphenylpropanoic acid C(C)(C)(C)OC(=O)NCC(=O)N1C(CCC1)CC(C(=O)O)(C1=CC=CC=C1)C1=CC=CC=C1